(S)-pyrrol-2-ylmethanol N1C(=CC=C1)CO